(4-benzyloxyphenyl)-(5-bromo-2-methyl-phenyl)methanone C(C1=CC=CC=C1)OC1=CC=C(C=C1)C(=O)C1=C(C=CC(=C1)Br)C